tert-butyl 2-((7-bromo-5-(hydroxymethyl)benzofuran-4-yl)oxy)acetate BrC1=CC(=C(C=2C=COC21)OCC(=O)OC(C)(C)C)CO